silanol-mannitol C([C@@H](O)[C@@H](O)[C@H](O)[C@H](O)CO)O.[SiH3]O